C1(=C(C(=C(C(=C1[2H])[2H])[2H])[2H])N)C1=C(C(=C(C(=C1[2H])[2H])[2H])[2H])[2H] [1,1'-biphenyl]-d9-2-amine